tetramethyl-di-tert-butylphosphorus CCC(C(C)(C)C)(C)[P]C(C)(C)C